C(C)(C)(C)OC(=O)N1CC(C(C1)=O)Br 3-bromo-4-oxopyrrolidine-1-carboxylic acid tert-butyl ester